C(C(=C)C)(=O)O.CN1C(=NC(C=C1)=O)NC(=O)N methyl-2-ureido-4[1H]-pyrimidone methacrylate